ONC(C(CCN1C(C=C(C=C1)C1=CC=C(C=C1)C=1N=NN(C1)CC1=NC=CC=C1)=O)(S(=O)(=O)C)C)=O N-hydroxy-2-methyl-2-(methylsulfonyl)-4-(2-oxo-4-(4-(1-(pyridin-2-ylmethyl)-1H-1,2,3-triazol-4-yl)phenyl)pyridin-1(2H)-yl)butanamide